Cl.N(=NCC(C)C=1NCCN1)CC(C)C=1NCCN1 azobis[2-(2-imidazolin-2-yl)propane] hydrochloride